4-Aminobutylphosphonic acid NCCCCP(O)(O)=O